CN1CCN(C(C2=C1C=NC=C2)=O)CC2=CC=C(C=C2)O[C@@H](CCNC)C=2SC=CC2 (S)-1-methyl-4-(4-(3-(methylamino)-1-(thiophen-2-yl)propoxy)benzyl)-1,2,3,4-tetrahydro-5H-pyrido[3,4-e][1,4]diazepin-5-one